C(C1=CC=CC=C1)N1N=C(N=C1)C(=O)NC1C(N(C2=C(OC1)C=CC(=C2)C#CC2(CCOCC2)O)C)=O 1-benzyl-N-(7-((4-hydroxytetrahydro-2H-pyran-4-yl)ethynyl)-5-methyl-4-oxo-2,3,4,5-tetrahydrobenzo[b][1,4]oxazepin-3-yl)-1H-1,2,4-triazole-3-carboxamide